CC=1C(CC(CC1)C(=CCCCC)C)O 2-methyl-5-(1-methylhexenyl)-2-cyclohexen-1-ol